5-(((Trans-3-(3-cyclopropyl-4-(1-methyl-1H-pyrrolo[3,2-b]pyridin-5-yl)-1H-pyrazol-1-yl)cyclobutyl)methyl)amino)-2-(2,6-dioxopiperidin-3-yl)isoindoline-1,3-dione C1(CC1)C1=NN(C=C1C1=CC=C2C(=N1)C=CN2C)[C@@H]2C[C@H](C2)CNC=2C=C1C(N(C(C1=CC2)=O)C2C(NC(CC2)=O)=O)=O